C(C)(C)(C)OC(=O)N[C@@H]1C(N2N(C1)CC(=C2C(=O)OC(C)(C)C)C(=O)OCC=C)=O 2-allyl 3-(tert-butyl) (S)-6-((tert-butoxycarbonyl)amino)-5-oxo-6,7-dihydro-1H,5H-pyrazolo[1,2-a]pyrazole-2,3-dicarboxylate